2-methoxy-2-methyl-1,3-dioxane COC1(OCCCO1)C